C1(CC1)C1=NSC(=N1)C1=NN=C2N1CCN([C@@H]2C)C(=O)C2=CC(=C(C#N)C=C2)F (R)-4-(3-(3-cyclopropyl-1,2,4-thiadiazol-5-yl)-8-methyl-5,6,7,8-tetrahydro-[1,2,4]triazolo[4,3-a]pyrazine-7-carbonyl)-2-fluorobenzonitrile